ClC=1C(=NC(=NC1)N[C@H](CO)C)C1=CC(=C2CN(C(C2=C1)=O)[C@@H](C(=O)O)C)F (R)-2-(6-(5-chloro-2-(((S)-1-hydroxyprop-2-yl)amino)pyrimidin-4-yl)-4-fluoro-1-oxoisoindolin-2-yl)propionic acid